tert-butyl 3-(6-bromo-3-fluoropyrrolo[1,2-b]pyridazin-4-yl)-3,8-diazabicyclo[3.2.1]octane-8-carboxylate BrC=1C=C2N(N=CC(=C2N2CC3CCC(C2)N3C(=O)OC(C)(C)C)F)C1